NC1=NC=NN2C1=C(C=C2C2CCN(CC2)C(C(C)C)=O)C=2C=CC(=NC2)C2C=1N(CCC2)N(C(C1C(=O)N)=O)C1=CC=CC=C1 (5-(4-amino-7-(1-isobutyrylpiperidin-4-yl)pyrrolo[2,1-f][1,2,4]triazin-5-yl)pyridin-2-yl)-2-oxo-1-phenyl-1,2,4,5,6,7-hexahydropyrazolo[1,5-a]pyridine-3-carboxamide